(S)-5-methoxy-4-((2-(4-(methoxycarbonyl)phenyl)-4-(1-isopropyl-1H-pyrazol-4-yl)piperidin-1-yl)methyl)-7-methyl-1H-indole-1-carboxylic acid tert-butyl ester C(C)(C)(C)OC(=O)N1C=CC2=C(C(=CC(=C12)C)OC)CN1[C@@H](CC(CC1)C=1C=NN(C1)C(C)C)C1=CC=C(C=C1)C(=O)OC